2-chloro-5-(5-(p-toluenesulfonyloxy)pentyl)isonicotinic acid tert-butyl ester C(C)(C)(C)OC(C1=CC(=NC=C1CCCCCOS(=O)(=O)C1=CC=C(C)C=C1)Cl)=O